CC12CC3(CC(CC(C1)(C3)C)(C2)C)C(=O)O 3,5,7-trimethyladamantane-1-carboxylic acid